1,1'-(3,3'-ditrifluoromethoxy[1,1'-biphenyl]-4,4'-diyl)bis{2-amino-3-[(E)-diazenyl]naphthalene-1-sulfonic acid} FC(OC=1C=C(C=CC1C1(C(C(=CC2=CC=CC=C12)\N=N\[H])N)S(=O)(=O)O)C1=CC(=C(C=C1)C1(C(C(=CC2=CC=CC=C12)\N=N\[H])N)S(=O)(=O)O)OC(F)(F)F)(F)F